NC1=CC=C(OC2=CC(=C(N)C=C2)OCC)C=C1 4-(4-aminophenoxy)-2-ethoxyaniline